1-Methyl-3-[3-methyl-2-oxo-4-(4-piperidyl)benzimidazol-1-yl]piperidine CN1CC(CCC1)N1C(N(C2=C1C=CC=C2C2CCNCC2)C)=O